FC1=CC=C(C=C1)[C@H]1[C@@H](CN(C1)CCOC)NC(=O)NC1=C(C(=NN1C1=CC=CC=C1)OC)C 1-((3s,4r)-4-(4-fluorophenyl)-1-(2-methoxyethyl)pyrrolidin-3-yl)-3-(3-methoxy-4-methyl-1-phenyl-1H-pyrazol-5-yl)urea